5-(3-((1R,5S,6r)-6-(1H-1,2,3-triazol-5-yl)-3-azabicyclo[3.1.0]hexan-3-yl)-4,5-dihydroisoxazol-5-yl)-N-(2,3-dihydro-1H-inden-2-yl)pyrimidin-2-amine N1N=NC=C1C1[C@H]2CN(C[C@@H]12)C1=NOC(C1)C=1C=NC(=NC1)NC1CC2=CC=CC=C2C1